FC1=C(C=C(C=C1F)O)C1=C(C(=NC=2CC(CCC12)(C)C)N1CC2(CN(C2)C(C=C)=O)CC1)C 1-(6-(4-(2,3-difluoro-5-hydroxyphenyl)-3,7,7-trimethyl-5,6,7,8-tetrahydro-2-quinolinyl)-2,6-diazaspiro[3.4]octan-2-yl)-2-propen-1-one